C1(CC1)C=1N(C2=C(C=NC(=C2C2=CC=CC=C2)C)N1)CC1=C(C=C(C=C1F)SC)F 2-cyclopropyl-1-(2,6-difluoro-4-(methylthio)benzyl)-6-methyl-7-phenyl-1H-imidazo[4,5-c]pyridine